C[SiH](CC[SiH](C)C)C 1,2-bis(dimethylsilyl)ethane